3-oxo-3,5,6,7,8,9-hexahydro-2H-6,9-epiminocyclohepta[c]pyridine-10-carboxamide O=C1C=C2C(=CN1)C1CCC(C2)N1C(=O)N